tert-butyl (R)-5-(4-chlorophenyl)-4,5-dihydro-1H-pyrazole-1-carboxylate ClC1=CC=C(C=C1)[C@H]1CC=NN1C(=O)OC(C)(C)C